C(C)(C)(C)N=CC1=CC=C(C=C1)C(C)=O 1-(4-((tert-butylimino)methyl)phenyl)ethan-1-one